C(N)(=O)C=1C=C(C=CC1F)NC(=O)[C@@H]1O[C@]([C@H]([C@@H]1C1=C(C(=C(C=C1)F)F)OC)C)(C(F)(F)F)C (2R,3R,4S,5R)-N-(3-Carbamoyl-4-fluoro-phenyl)-3-(3,4-Difluoro-2-methoxy-phenyl)-4,5-dimethyl-5-(trifluoromethyl)tetrahydrofuran-2-carboxamid